CN(CCOC=1C=CC(=C(C(=O)N[C@H](C)C2=CC(=NC3=CC=CC=C23)C=2SC(=CC2)CN2CCCC2)C1)C)C (R)-5-(2-(dimethylamino)ethoxy)-2-methyl-N-(1-(2-(5-(pyrrolidin-1-ylmethyl)thiophen-2-yl)quinolin-4-yl)ethyl)benzamide